5-(furan-2-yl)isoxazole-3-carboxylic acid O1C(=CC=C1)C1=CC(=NO1)C(=O)O